3-(2,3-dichlorophenyl)-3-((1-methoxyisoquinolin-7-yl)amino)propionic acid ClC1=C(C=CC=C1Cl)C(CC(=O)O)NC1=CC=C2C=CN=C(C2=C1)OC